FC(CN1N=CC=2C1=NC(=CN2)N2CC1(CN(C1)C1=NC(=NC(=C1F)C)C(F)(F)F)CC2)F 1-(2,2-difluoroethyl)-6-(2-(5-fluoro-6-methyl-2-(trifluoromethyl)pyrimidin-4-yl)-2,6-diazaspiro[3.4]octan-6-yl)-1H-pyrazolo[3,4-b]pyrazine